4-chloro-3-(chloromethyl)-2-butene ClCC(=CC)CCl